COC(\C=C\C1=CC=C(C=C1)C1(OCCO1)C1=CC=2C(CCC(C2C=C1)(C)C)(C)C)=O.C(C)(C)(C)C=1C=C(C=CC1OC)NC1=CC=C(C=C1)CCC(=O)O 3-{4-[(3-tert-butyl-4-methoxyphenyl)amino]phenyl}propanoic acid Methyl-(2E)-3-{4-[2-(5,5,8,8-tetramethyl-5,6,7,8-tetrahydronaphthalen-2-yl)-1,3-dioxolan-2-yl]phenyl}prop-2-enoate